methyl 2-(7-bromo-4,5-dihydro-3H-benzo[e]indazol-3-yl)-3-methylbutanoate BrC1=CC2=C(C=3C=NN(C3CC2)C(C(=O)OC)C(C)C)C=C1